CCCCCCCC/C=C\\CCCCCCCC(=O)OCCCCCCCC/C=C\\CCCCCC The molecule is a wax ester obtained by the formal condensation of hexadecen-1-ol with oleic acid. It derives from an oleic acid and a palmitoleyl alcohol.